C1=C(C=CC2=CC=CC=C12)C1(SCCCS1)\C=C\C=C(C1=CC=C(C=C1)OC)C1=CC=C(C=C1)OC (E)-2-(2-naphthyl)-2-(4,4-bis(4-methoxyphenyl)-1,3-butadienyl)-1,3-dithiane